C(C)N1C(=CC2=C1C(N(C=C2C=2SC(=CC2OC2=C(C=C(C=C2C)F)C)CC(C)(C)O)C)=O)C(=O)NC(C)C Ethyl-N-isopropyl-4-(3-(4-fluoro-2,6-dimethylphenoxy)-5-(2-hydroxy-2-methylpropyl)thiophen-2-yl)-6-methyl-7-oxo-6,7-dihydro-1h-pyrrolo[2,3-c]pyridine-2-carboxamide